(2S,3S,4R,5R,6R)-3,4,5-tris(benzyloxy)-6-((benzyloxy)methaneYl)tetrahydro-2H-pyran-2-yl-phenol C(C1=CC=CC=C1)O[C@H]1[C@@H](O[C@@H]([C@H]([C@@H]1OCC1=CC=CC=C1)OCC1=CC=CC=C1)COCC1=CC=CC=C1)C1=C(C=CC=C1)O